BrC1=CC2=C(N[N+](=C2C=C1)[O-])C#N 5-bromo-3-cyano-2H-indazol-1-oxide